5-(3,5-dimethoxyphenyl)-2,4-pentadienoate COC=1C=C(C=C(C1)OC)C=CC=CC(=O)[O-]